FC1([C@H]2CC=3C(=NNC3C[C@]21C)C(=O)NC=2C=NN(C2)C2CCN(CC2)C(=O)OCCCC)F butyl 4-{4-[(4aS,5aR)-5,5-difluoro-5a-methyl-1H,4H,4aH,5H,5aH,6H-cyclopropa[f]indazole-3-amido]-1H-pyrazol-1-yl}piperidine-1-carboxylate